2-(4-isopropyl-3-methoxyphenyl)-4H-benzopyran-4-one C(C)(C)C1=C(C=C(C=C1)C=1OC2=C(C(C1)=O)C=CC=C2)OC